NC1CC(CN(C1)C1=CC(=CC=2N(C=3N(C21)C=CN3)C=3SC(=NN3)C(F)F)S(=O)(=O)NC3(CC3)C)(F)F 5-(5-amino-3,3-difluoropiperidin-1-yl)-9-(5-(difluoromethyl)-1,3,4-thiadiazol-2-yl)-N-(1-methylcyclopropyl)-9H-benzo[d]imidazo[1,2-a]imidazole-7-sulfonamide